C(C)(C)NC(=O)C1=NC=CC=C1 N-isopropylpyridine-2-amide